O1OC(C=C1)=O Dioxolenone